2-(4-(4-(3-((2-ethylhexyl)oxy)-5-pentadecylphenoxy)butyl)piperazin-1-yl)ethan-1-ol C(C)C(COC=1C=C(OCCCCN2CCN(CC2)CCO)C=C(C1)CCCCCCCCCCCCCCC)CCCC